(R)-2-amino-4-(pentan-2-ylamino)-6-(4-(piperidin-4-yl)benzyl)pyrimido[4,5-d]pyridazin-5(6H)-one NC=1N=C(C2=C(C=NN(C2=O)CC2=CC=C(C=C2)C2CCNCC2)N1)N[C@H](C)CCC